ClCC1=CC=C(C=C1)N1C(=NC=2C1=NC(=CC2)C2=NC=C(C=C2)F)C=2C(=NC=CN2)N 3-(3-(4-(Chloromethyl)phenyl)-5-(5-fluoropyridin-2-yl)-3H-imidazo[4,5-b]pyridin-2-yl)pyrazin-2-amine